Cl.NCC#CC1=C(C(=O)N)C=CC(=C1)NC(CCCNC(C[C@H]1C=2N(C3=C(C(=N1)C1=CC=C(C=C1)Cl)C(=C(S3)C)C)C(=NN2)C)=O)=O (S)-2-(3-aminoprop-1-yn-1-yl)-4-(4-(2-(4-(4-chlorophenyl)-2,3,9-trimethyl-6H-thieno[3,2-f][1,2,4]triazolo[4,3-a][1,4]diazepin-6-yl)acetamido)butanamido)benzamide hydrochloride